5-(Difluoromethyl)-1-methyl-3-(trifluoromethyl)-1H-pyrazol FC(C1=CC(=NN1C)C(F)(F)F)F